FC(C=1C=CC=2N(C1)C(=CN2)C2=CC=CC(=N2)NC2CC1(CNC1)C2)F N-(6-(6-(difluoromethyl)imidazo[1,2-a]pyridin-3-yl)pyridin-2-yl)-2-azaspiro[3.3]heptan-6-amine